N1C(=NC=C1)C1=CC=C(S1)[C@@H](C)N (R)-1-(5-(1H-imidazol-2-yl)thiophen-2-yl)ethan-1-amine